4-(trifluoromethyl)-1H-benzo[d]imidazole-6-amine FC(C1=CC(=CC=2NC=NC21)N)(F)F